BrC[C@H]1CN(CC1)C(=O)OC(C)(C)C (R)-tert-butyl 3-(bromomethyl)pyrrolidine-1-carboxylate